2-(4-hydroxy-3-methyl-5-nitrophenyl)-2-methylpropanoic acid methyl ester COC(C(C)(C)C1=CC(=C(C(=C1)[N+](=O)[O-])O)C)=O